BrCC([C@]1(CC[C@H]2[C@@H]3CCC4=CC(CC[C@]4(C)[C@H]3CC[C@]12C)=O)O)=O 21-bromo-17α-hydroxypregn-4-ene-3,20-dione